tetraethyl-methylene-bis-aminodiphenylmethane C(C)C=1C(=C(C(=C(C1)C(C1=CC=CC=C1)(N=C)N)CC)CC)CC